ClC1=C(CN(C2=NC(=C(C=C12)Cl)Cl)C=1C(=NC=CC1SC)C(C)C)[N+](=O)[O-] 4,6,7-Trichloro-1-(2-isopropyl-4-(methylthio)pyridin-3-yl)-3-nitro-1,8-naphthyridine